4-(cyclopentyloxy)-2-(4-fluorophenylvinyl)-6-hydroxybenzoate C1(CCCC1)OC1=CC(=C(C(=O)[O-])C(=C1)O)C=CC1=CC=C(C=C1)F